(E)-6-chloro-1-(2-(2-ethoxyvinyl)-4-(1-isopropyl-4-(trifluoromethyl)-1H-imidazol-2-yl)benzyl)-1H-pyrazolo[3,4-d]pyrimidine ClC1=NC=C2C(=N1)N(N=C2)CC2=C(C=C(C=C2)C=2N(C=C(N2)C(F)(F)F)C(C)C)\C=C\OCC